methoxy-carvacrol COC1=C(O)C(C)=CC=C1C(C)C